C(C)(C)C1=CNC2=CC=CC=C12 3-isopropyl-1H-indol